COC1=C(CN(S(=O)(=O)C2=C(C=C(C=C2F)N2C[C@](CCC2)(CCC2=CC(=C(C=C2)C)C(F)(F)F)N(C)C)F)C2=NC=NC=C2)C=CC(=C1)OC (R)-N-(2,4-Dimethoxybenzyl)-4-(3-(dimethylamino)-3-(4-methyl-3-(trifluoromethyl)-phenethyl)-piperidin-1-yl)-2,6-difluoro-N-(pyrimidin-4-yl)benzenesulfonamide